ClC1=C(C=CC(=C1N=S(=O)(C)C)F)SCCC(=O)OC Methyl 3-((2-chloro-3-((dimethyl(oxo)-λ6-sulfanylidene)amino)-4-fluorophenyl)thio)propanoate